C(C)OC(C1=C(C=CC=C1)N1CCN(CC1)C[C@H]1COC2=C(O1)C=CC=C2)=O (S)-ethyl-2-(4-((2,3-dihydrobenzo[b][1,4]dioxin-2-yl)methyl)piperazin-1-yl)benzoate